diethyl 2-(2,5-difluorobenzyl)malonate FC1=C(CC(C(=O)OCC)C(=O)OCC)C=C(C=C1)F